C(C)OC(=O)C1CC=2C(=C(NC(C2)=O)Cl)C1 1-chloro-3-oxo-2,5,6,7-tetrahydrocyclopenta[c]pyridine-6-carboxylic acid ethyl ester